O1CCN(CC1)C1=C(N=NC=C1N1CCOCC1)O 4,5-Dimorpholino-3-hydroxypyridazine